2,3-EPOXYOCTANAL C(C1C(CCCCC)O1)=O